CN1CCN(CC1)C(C1=CC(=CC=C1)C)=O 1-Methyl-4-(3-methylbenzoyl)piperazine